O[C@H]1[C@H](O[C@@]2([C@@H](CCO2)NC(CC2=CC=C(C=C2)OC2=CC=CC=C2)=O)[C@@H]([C@H]1N1N=NC(=C1)C1=CC(=C(C(=C1)F)F)F)O)CO N-((4R,5S,7R,8R,9S,10R)-8,10-dihydroxy-7-(hydroxymethyl)-9-(4-(3,4,5-Trifluorophenyl)-1H-1,2,3-triazol-1-yl)-1,6-dioxaspiro[4.5]decan-4-yl)-2-(4-phenoxyphenyl)acetamide